FC1(CCC(CC1)N(C(=O)[C@H]1N([C@@H](CC1)C)S(=O)(=O)C1=CC=C(C)C=C1)CC1=CC2=C(CCO2)C=C1)F (2S,5R)-5-Methyl-1-(toluene-4-sulfonyl)-pyrrolidine-2-carboxylic acid (4,4-difluoro-cyclohexyl)-(2,3-dihydro-benzofuran-6-ylmethyl)-amide